(3,6-dimethoxyfluorenyl)-t-butylamino-dimethyltitanium COC=1C=C(C=2CC3=CC=C(C=C3C2C1)OC)[Ti](C)(C)NC(C)(C)C